ClC1=C(CN2CCC(CC2)C=2C=C3CN(C(C3=CC2)=O)C2C(NC(CC2)=O)=O)C(=CC=C1)Cl 3-(5-(1-(2,6-dichlorobenzyl)piperidin-4-yl)-1-oxoisoindolin-2-yl)piperidine-2,6-dione